CC(CCCNC(=O)C=1N(C(=NC1C(C)C)N1CCOCC1)C)(C)C N-(4,4-Dimethyl-pentyl)-5-isopropyl-3-methyl-2-morpholin-4-yl-3H-imidazole-4-carboxylic acid amide